(S)-1-((4,4-difluoro-5-oxopyrrolidin-2-yl)methoxy)-4-((4-hydroxypiperidin-4-yl)ethynyl)-7-isopropoxyisoquinoline-6-carboxamide FC1(C[C@H](NC1=O)COC1=NC=C(C2=CC(=C(C=C12)OC(C)C)C(=O)N)C#CC1(CCNCC1)O)F